N1(CCCC2=CC=CC=C12)C(C(=O)NC1=NOC(=C1)C)=C (R)-2-(3,4-dihydroquinolin-1(2H)-yl)-N-(5-methylisoxazol-3-yl)propenamide